methyl (R)-2-(6-(1-aminoethyl)-1-(pent-4-en-1-yl)-1H-pyrrolo[2,3-b]pyridin-2-yl)-3-cyclopropyl-5-methoxyimidazo[1,2-a]pyridine-7-carboxylate N[C@H](C)C1=CC=C2C(=N1)N(C(=C2)C=2N=C1N(C(=CC(=C1)C(=O)OC)OC)C2C2CC2)CCCC=C